tert-Butyl N-[2-[6,7-dichloro-10-(1H-pyrazol-4-yl)-3,4-dihydro-1H-pyrazino[1,2-a]indol-2-yl]-2-oxo-ethyl]carbamate ClC1=C(C=CC=2C(=C3N(C12)CCN(C3)C(CNC(OC(C)(C)C)=O)=O)C=3C=NNC3)Cl